ClC#CCCCCl 1,5-dichloro-1-pentyne